O=C(C(=O)[O-])CC(C(=O)[O-])=O 2,4-dioxoglutarate